2-aminoacetaldehyde NCC=O